ClC=1C=C(C=C(C1)OCC(F)(F)F)C1(CC1)NC(C[C@@](C)(O)C1=CC(=C(C=C1)F)F)=O (R)-N-(1-(3-chloro-5-(2,2,2-trifluoroethoxy)phenyl)cyclopropyl)-3-(3,4-difluorophenyl)-3-hydroxybutanamide